(1S,2R)-2-[(5R)-8-Fluoro-5H-imidazo[4,3-a]isoindol-5-yl]cyclopentan-1-ol FC1=CC=C2[C@H](N3C(C2=C1)=CN=C3)[C@@H]3[C@H](CCC3)O